4,6-dichloro-1-(tetrahydro-2H-pyran-2-yl)-1H-pyrazolo[3,4-b]Pyridine ClC1=C2C(=NC(=C1)Cl)N(N=C2)C2OCCCC2